2-{6-[(6,6-dimethyl-2-oxa-5-azaspiro[3.5]nonan-8-yl)oxy]pyridazin-3-yl}-5-(1H-pyrazol-4-yl)pyridin-3-ol CC1(NC2(COC2)CC(C1)OC1=CC=C(N=N1)C1=NC=C(C=C1O)C=1C=NNC1)C